FC=1C=CC(=C2C=C(NC(C12)=O)CCCN1CCN(CC1)C1=NC=CC=N1)C 8-fluoro-5-methyl-3-(3-(4-(pyrimidin-2-yl)piperazin-1-yl)propyl)isoquinolin-1(2H)-one